(8-methoxy-2-(6-methoxypyridin-3-yl)-2-methyl-2,3-dihydrobenzo[b][1,4]dioxin-6-yl)methanamine COC1=CC(=CC2=C1OC(CO2)(C)C=2C=NC(=CC2)OC)CN